C(C)/C(=C(\C(=O)O)/O)/C(CCC1=CC=CC=C1)=O.O\C(\C(=O)OCC)=C/C(CCC1=CC=CC=C1)=O ethyl (Z)-2-hydroxy-4-oxo-6-phenylhex-2-enoate (ethyl (Z)-2-hydroxy-4-oxo-6-phenylhex-2-enoate)